bis(methylcyclopentadienyl)zinc methyl-2-(((tert-butyldimethylsilyl)oxy)methyl)-5-cyclopropylpyrazolo[1,5-a]pyridine-7-carboxylate COC(=O)C1=CC(=CC=2N1N=C(C2)CO[Si](C)(C)C(C)(C)C)C2CC2.CC2(C=CC=C2)[Zn]C2(C=CC=C2)C